Cl.CN(C)C[C@@]1(C(C1)(F)F)CO (R)-(1-((dimethylamino)methyl)-2,2-difluorocyclopropyl)methanol hydrochloride